C(C)(C)(C)C1=C(C(=CC(=C1)C)C1=C(C=CC=C1)N(C1=C(C(=CC(=C1)C)C(C)(C)C)O)CCCC)O 3-tert-butyl-2'-(butyl-(3-tert-butyl-2-hydroxy-5-methylphenyl)amino)-5-methyl-[1,1'-biphenyl]-2-ol